COC1=CC=NC(=N1)C(F)(F)F 6-methoxy-2-(trifluoromethyl)pyrimidin